tri(2-methylbenzoyl)phosphin oxide CC1=C(C(=O)P(C(C2=C(C=CC=C2)C)=O)(C(C2=C(C=CC=C2)C)=O)=O)C=CC=C1